ClC1=C(C(=NC=C1C(=O)C1[C@H]2CN(C[C@@H]12)C(=O)OC(C)(C)C)Cl)F tert-butyl (1R,5S,6r)-6-(4,6-dichloro-5-fluoronicotinoyl)-3-azabicyclo[3.1.0]hexane-3-carboxylate